alpha-glucose 1-phosphate P(=O)(O)(O)O[C@@H]1[C@H](O)[C@@H](O)[C@H](O)[C@H](O1)CO